C(#N)C1=CC=C(C=C1)C(C)(C)C1=CC=C(C=C1)C#N 2,2-bis(4-cyanophenyl)propane